(S)-1-(4-(2-((1-methylpyrrolidin-2-yl)methoxy)-7-(naphthalen-1-ylmethyl)imidazo[2,1-F][1,2,4]triazin-4-yl)piperazin-1-yl)prop-2-en-1-one CN1[C@@H](CCC1)COC1=NN2C(C(=N1)N1CCN(CC1)C(C=C)=O)=NC=C2CC2=CC=CC1=CC=CC=C21